N-(1-hydroxy-5,8-dimethoxy-6-methyl-1,2,3,4-tetrahydronaphthalen-2-yl)acetamide OC1C(CCC2=C(C(=CC(=C12)OC)C)OC)NC(C)=O